FC1(C(C=CC=C1)C1=NN2C(OCCC2)=C1C(=O)OCC1=CC=CC=C1)C=O Benzyl 2-(2-Fluoro-2-formylphenyl)-6,7-dihydro-5H-pyrazolo[5,1-b][1,3]oxazine-3-carboxylate